NC=1C(=NN(C1C(=C)C(F)(F)F)C1=C(C=C(C=C1)C#N)OCC)C(=O)OCC ethyl 4-amino-1-(4-cyano-2-ethoxyphenyl)-5-(3,3,3-trifluoroprop-1-en-2-yl)-1H-pyrazole-3-carboxylate